2-methyl-3-chloro-4-(nitromethyl)nitrobenzene CC1=C(C=CC(=C1Cl)C[N+](=O)[O-])[N+](=O)[O-]